2-methoxy-2'-propoxy-3'-butyl-benzidine COC1=C(C=CC(=C1)N)C1=C(C(=C(N)C=C1)CCCC)OCCC